Methyl (2S)-2-amino-4-methyl-5-(methyl (phenethyl) amino)-5-oxopentanoate hydrochloride Cl.N[C@H](C(=O)OC)CC(C(=O)N(CCC1=CC=CC=C1)C)C